2-(7-(3-chlorophenyl)-4-oxofuro[2,3-d]pyridazin-5(4H)-yl)-2-methylpropanoic acid ClC=1C=C(C=CC1)C1=NN(C(C2=C1OC=C2)=O)C(C(=O)O)(C)C